N1=C(C=CC=C1)CN(CC1=NC=CC=C1)CC1=C(C(=CC(=C1)OC)CN(CC1=NC=CC=C1)CC1=NC=CC=C1)O 2,6-di((di(pyridine-2-ylmethyl)amino)methyl)-4-methoxyphenol